C(#C)C=1C=NC2=C(C=C(C=C2C1)OC(C(=O)NCCC)SC)C 2-[(3-ethynyl-8-methyl-6-quinolyl)oxy]-2-methylsulfanyl-N-propylacetamide